3,5-bis(trifluoromethyl)-N-[1-[3-[4-(trifluoro-methylsulfanyl)pyrazol-1-yl]pyrazin-2-yl]ethyl]benzamide FC(C=1C=C(C(=O)NC(C)C2=NC=CN=C2N2N=CC(=C2)SC(F)(F)F)C=C(C1)C(F)(F)F)(F)F